(6E,10E)-12-{[2-(bromomethyl)prop-2-en-1-yl]oxy}-2,6,10-trimethyldodeca-2,6,10-triene BrCC(COC/C=C(/CC/C=C(/CCC=C(C)C)\C)\C)=C